C(C1=CC=CC=C1)(=O)OCC(OCC1CO1)COCCCCCCCCCCCCCCCCCC 1-benzoyl-2-(2,3-epoxypropyl)-3-octadecylglycerol